3-(1H-indol-6-yl)-1-methylurea N1C=CC2=CC=C(C=C12)NC(NC)=O